2-((2-(4-acetylphenyl)-7,7-dimethyl-1,3-dioxo-2,3,5,12b-tetrahydro-1H,7H-chromeno[4,3-c][1,2,4]triazolo[1,2-a]pyridazin-10-yl)oxy)ethyl L-leucinate hydrochloride Cl.N[C@@H](CC(C)C)C(=O)OCCOC=1C=CC2=C(C1)OC(C=1C2N2N(CC1)C(N(C2=O)C2=CC=C(C=C2)C(C)=O)=O)(C)C